perfluorodioxolane 1,1,1,3,3,3-hexafluoropropan-2-yl-(+)-1-(thiazol-2-ylcarbamoyl)-6-azaspiro[2.5]octane-6-carboxylate FC(C(C(F)(F)F)OC(=O)N1CCC2(CC2C(NC=2SC=CN2)=O)CC1)(F)F.FC1(OC(C(O1)(F)F)(F)F)F